COC1=CC=C2C=CC=C(C2=C1)B1OCCO1 2-(7-methoxynaphthalene-1-yl)-1,3,2-dioxaborolan